NCCNC(C1=CC=C(C=C1)C(F)(F)C1=CC(=NC(=C1)Cl)N1CCN(CC1)S(=O)(=O)C1=CC=C(C=C1)N1C(CC(C1)N)=O)=O N-(2-aminoethyl)-4-[[2-[4-[4-(4-amino-2-oxo-pyrrolidin-1-yl)phenyl]sulfonylpiperazin-1-yl]-6-chloro-4-pyridyl]-difluoro-methyl]benzamide